Tetramethyl-ammonium decanoate C(CCCCCCCCC)(=O)[O-].C[N+](C)(C)C